17β-hydroxy-5α-androstane O[C@@H]1[C@]2(C)[C@@H](CC1)[C@@H]1CC[C@H]3CCCC[C@]3(C)[C@H]1CC2